(S)-4-(((S)-3-fluoro-2-methoxypropyl)(4-(5,6,7,8-tetrahydro-1,8-naphthyridin-2-yl)butyl)amino)-2-(2-(1-methyl-6-oxo-1,6-dihydropyridin-2-yl)acetamido)butanoic acid FC[C@H](CN(CC[C@@H](C(=O)O)NC(CC=1N(C(C=CC1)=O)C)=O)CCCCC1=NC=2NCCCC2C=C1)OC